COC1=CC(=C2C(=N1)SC(=N2)N)C 5-methoxy-7-methylthiazolo[5,4-b]pyridin-2-amine